O(CC(C)C)CC(C)C.[Al] Aluminium oxydii-butane